ClC=1N=C(C(NC1C1CC1)=O)C(=O)OC Methyl 5-chloro-6-cyclopropyl-2-oxo-1H-pyrazine-3-carboxylate